ClC1=C(C=CC(=C1)CNCCC(=O)NCCCNC1=C2C=NNC2=CC(=C1)C1=CN=NC=C1)C1=CC=CC=C1 3-(((2-chloro-[1,1'-biphenyl]-4-yl)methyl)amino)-N-(3-((6-(pyridazin-4-yl)-1H-indazol-4-yl)amino)propyl)propanamide